[(3S)-1-methylpyrrolidin-3-yl] 5-[6-[5-(6-methyl-2-pyridyl)-1H-imidazol-4-yl]-3-quinolyl]pyridine-3-carboxylate CC1=CC=CC(=N1)C1=C(N=CN1)C=1C=C2C=C(C=NC2=CC1)C=1C=C(C=NC1)C(=O)O[C@@H]1CN(CC1)C